2,3,4-trifluoro-5-chloronitrobenzene FC1=C(C=C(C(=C1F)F)Cl)[N+](=O)[O-]